5-(4,4,5,5-tetramethyl-1,3,2-dioxaborolan-2-yl)-1H-benzimidazole CC1(OB(OC1(C)C)C1=CC2=C(NC=N2)C=C1)C